(M)-6-Chloro-7-(2-cyclopropylphenyl)-4-[(2S,5R)-2,5-dimethyl-4-prop-2-enoyl-piperazin-1-yl]-1-(2-isopropyl-4-methyl-3-pyridyl)pyrido[2,3-d]pyrimidin-2-one ClC1=CC2=C(N(C(N=C2N2[C@H](CN([C@@H](C2)C)C(C=C)=O)C)=O)C=2C(=NC=CC2C)C(C)C)N=C1C1=C(C=CC=C1)C1CC1